C(CCCCCCCC)(=O)OCCSSCCOC(N(CCC(OCCC=1N=NN(C1)CCCCCC(=O)OC(CCCCCCCC)CCCCCCCC)=O)CCCNCCO)=O 15-(1-(6-(heptadecan-9-yloxy)-6-oxohexyl)-1H-1,2,3-triazol-4-yl)-9-(3-((2-hydroxyethyl)amino)propyl)-8,12-dioxo-7,13-dioxa-3,4-dithia-9-azapentadecyl nonanoate